3-isopropyl-propionamide C(C)(C)CCC(=O)N